C3-benzyloxy-1,2-propanediol C(C1=CC=CC=C1)OCC(CO)O